C1(CCCC1)OC=1C=C(C=CC1O)[C@@H]1C[C@H](C(NC1)=O)CC1=CC(=CC=C1)C (3S,5S)-5-(3-(cyclopentyloxy)-4-hydroxyphenyl)-3-(3-methylbenzyl)piperidin-2-one